FC=1C=CC(=NC1)C1=NN(C=C1C1=C2C(=NC=C1)N(C=C2)CC(C)C2COC2)C 4-(3-(5-fluoropyridin-2-yl)-1-methyl-1H-pyrazol-4-yl)-2-(oxetan-3-yl)propan-yl-1H-pyrrolo[2,3-b]Pyridine